trifluoromethanesulfonyl-(3-(3-((triisopropylsilyl)ethynyl)naphthalen-2-yl))propylamine FC(S(=O)(=O)NCCCC1=CC2=CC=CC=C2C=C1C#C[Si](C(C)C)(C(C)C)C(C)C)(F)F